(4-{[2-(4-chlorophenyl)imidazo[1,2-a]pyridin-3-yl]methyl}piperazin-1-yl)(6-methoxy-4-methylpyridin-2-yl)methanone ClC1=CC=C(C=C1)C=1N=C2N(C=CC=C2)C1CN1CCN(CC1)C(=O)C1=NC(=CC(=C1)C)OC